BrC1=CC=C(C=2SC(=C(C21)C2=NC1=C(N2)C(=C(C=C1)C(=O)O)OC)C(=O)OCC)F 2-(4-bromo-2-(ethoxycarbonyl)-7-fluoro-benzo[b]thiophen-3-yl)-7-methoxy-1H-benzo[d]imidazole-6-carboxylic acid